2,4,7-decatrienoic acid ethyl ester C(C)OC(C=CC=CCC=CCC)=O